CC(=O)N[C@@H]1[C@H](C[C@@](O[C@H]1[C@@H]([C@@H](CO)O)O)(C(=O)O)O[C@H]2[C@H]([C@H](O[C@H]([C@@H]2O)O[C@@H]3[C@H](O[C@H]([C@@H]([C@H]3O)NC(=O)C)O[C@H]4[C@H]([C@@H]([C@H](O[C@@H]4O)CO)O)O)CO)CO)O)O The molecule is a linear amino tetrasaccharide consisting of N-acetyl-alpha-neuraminyl, beta-D-galactosyl, N-acetyl-beta-D-glucosaminyl and beta-D-mannose residues linked sequentially (2->3), (1->4) and (1->2). It is an amino tetrasaccharide and a glucosamine oligosaccharide.